N=1C=C(N2C1CNCC2)C=2C=C1C=C(N=CC1=CC2)NC(=O)[C@@H]2NCCC2 (R)-N-(6-(5,6,7,8-tetrahydroimidazo[1,2-a]pyrazin-3-yl)isoquinolin-3-yl)pyrrolidine-2-carboxamide